(±)-trans-4-phenyl-3-{methyl-[3-(pyridin-3-yl)phenyl]carbamoyl}pyrrolidine-1-carboxylic acid tert-butyl ester C(C)(C)(C)OC(=O)N1C[C@H]([C@@H](C1)C1=CC=CC=C1)C(N(C1=CC(=CC=C1)C=1C=NC=CC1)C)=O |r|